OCCOC1=C(C2=CC=CC=C2C=C1)C1=C(C=CC2=CC=CC=C12)OCCOC1=C(C2=CC=C(C=C2C=C1)C#N)C1=CC=CC2=CC(=CC=C12)C#N 2-{[2'-(2-hydroxyethoxy)[1,1'-binaphthalen]-2-yl]oxylethoxy}[1,1'-binaphthalene]-6,6'-dicarbonitrile